COC(=O)N(N)CC1=CC=C(C=C1)OC Methyl-1-(4-methoxybenzyl)hydrazincarboxylat